FC=1C=C2C(=C(/C(/C2=CC1)=C/C1=CC(=CC=C1)COC1=CC=CC=C1)CC1=CC=C(C=C1)C(F)(F)F)CC(=O)O (Z)-2-(5-Fluoro-1-(3-(phenoxymethyl)benzylidene)-2-(4-(trifluoromethyl)-benzyl)-1H-inden-3-yl)acetic acid